(R)-2-amino-3-(7-(trifluoromethyl)thieno[3,2-b]pyridine-2-carboxamido)propionic acid methyl ester COC([C@@H](CNC(=O)C1=CC2=NC=CC(=C2S1)C(F)(F)F)N)=O